The molecule is a pyochelin that has S-stereochemistry at the thioaminal centre; the diastereoisomer with R-stereochemistry at this centre is pyochelin I. Pseudomonas aeruginosa produces a mixture of pyochelin I (major) and pyochelin I (minor) via condensation of salicylic acid and two molecules of cysteine. The enantiomeric compounds, enant-pyochelin I and II, are produced by Pseudomonas fluorescens. CN1[C@@H](CS[C@H]1[C@H]2CSC(=N2)C3=CC=CC=C3O)C(=O)O